C(CCCCC)[N+](C)(CCCCCC)CCCCCC trihexyl-methyl-ammonium